CN1CCCC2=CC(=CC=C12)C1=CC=C(C=C1)SC=1N=NNC1C(=O)O 4-((4-(1-methyl-1,2,3,4-tetrahydroquinolin-6-yl)phenyl)thio)-1H-1,2,3-triazole-5-carboxylic acid